N1(CCNCC1)C1=NC=CN=C1OC=1C=NC(=CC1)C(F)(F)F 2-(piperazin-1-yl)-3-((6-(trifluoromethyl)pyridin-3-yl)oxy)pyrazine